2-(1-(5-cyclopropylpyrimidin-2-yl)-3-methyl-1,2,3,6-tetrahydropyridin-4-yl)-N-((S)-2-((6-oxo-5-(trifluoromethyl)-1,6-dihydropyridazin-4-yl)amino)propoxy)acetamide C1(CC1)C=1C=NC(=NC1)N1CC(C(=CC1)CC(=O)NOC[C@H](C)NC=1C=NNC(C1C(F)(F)F)=O)C